CC1=C2C(=NC=C1)N(C=C2B2OC(C(O2)(C)C)(C)C)S(=O)(=O)C2=CC=C(C)C=C2 4-Methyl-3-(4,4,5,5-tetramethyl-1,3,2-dioxaborolan-2-yl)-1-tosyl-1H-pyrrolo[2,3-b]pyridine